CC1=CC=C(C=N1)C(C1=C(C=CC=C1)O)N1CCN(CC1)C1=CC=C(C=C1)C 2-((6-methylpyridin-3-yl)(4-(p-tolyl)piperazin-1-yl)methyl)phenol